(3S,4S)-5,5-difluoro-1-(4-(5-isopropyl-8-((2R,3S)-2-methyl-3-(methylsulfonylmethyl)azetidin-1-yl)isoquinolin-3-ylamino)pyrimidin-2-yl)-4-methoxypiperidin-3-ol FC1([C@H]([C@H](CN(C1)C1=NC=CC(=N1)NC=1N=CC2=C(C=CC(=C2C1)C(C)C)N1[C@@H]([C@H](C1)CS(=O)(=O)C)C)O)OC)F